[Cl-].[Cl-].N1CCCCC1 piperidine dichloride